tert-butyl (3S,4S)-3-(1,3-dioxo-1,3-dihydro-2H-isoindol-2-yl)-4-hydroxypyrrolidine-1-carboxylate O=C1N(C(C2=CC=CC=C12)=O)[C@H]1CN(C[C@@H]1O)C(=O)OC(C)(C)C